ClC1=CC=C(C=C1)[C@H](NC(=O)[C@H]1NC(NC1)=O)[C@H]1CC(N(CC1)CC(F)(F)F)(C)C (4S)-N-((R)-(4-chlorophenyl)((R)-2,2-dimethyl-1-(2,2,2-trifluoroethyl)piperidin-4-yl)methyl)-2-oxoimidazolidine-4-carboxamide